CC=1C=C(C=C(C1)C)N=C=O 3,5-dimethylphenyl isocyanate